[Br-].C(C)N1CN(C=C1)C=C 3-ethyl-1-vinyl-imidazole bromide salt